C(C)(C)(C)C=1C=C(C=C(C1O)C)CCC(=O)OCCOCCOCCOC(CCC1=CC(=C(C(=C1)C)O)C(C)(C)C)=O triethylene glycol bis(3-(3-tert-butyl-5-methyl-4-hydroxyphenyl) propionate)